CP(=O)(C)C1=CC(=C(NCC#CC=2SC3=C(C2CC(F)(F)F)C=CC=C3NC3C(CN(CC3)C(F)(F)F)F)C=C1)OC (Z)-N-[2-[3-(4-dimethylphosphoryl-2-methoxy-anilino)prop-1-ynyl]-3-(2,2,2-trifluoroethyl)benzothiophen-7-yl]-3-fluoro-1-(trifluoromethyl)piperidin-4-amine